3-(5-Bromo-2-chlorophenoxy)oxetane BrC=1C=CC(=C(OC2COC2)C1)Cl